C(C)(C)(C)P(C(C)(C)C)C(C)(C)C tri(tertiary butyl)phosphine